C(CCC)N(CCCC)C(N(CCCC)CCCC)[SiH2]C(C=C)=C bis(dibutylamino)methyl-(1-methylene-2-propenyl)silane